ClC=1C(=C(C(=O)NC=2C=[N+](C=CC2)[O-])C(=CC1C(F)(F)F)OC1=CC=C(C=2OC(OC21)(F)F)F)F 3-(3-chloro-2-fluoro-6-((2,2,7-trifluorobenzo[d][1,3]dioxol-4-yl)oxy)-4-Trifluoromethyl-benzamido)pyridine 1-oxide